CN1CC(CCC1)CSC(C1=CC=CC=C1)(C1=CC=CC=C1)C1=CC=CC=C1 1-methyl-3-(tritylsulfanylmethyl)piperidine